(4aSR,8aRS)-5,5,8a-trimethyloctahydro-naphthalen-2(1H)-one CC1([C@@H]2CCC(C[C@]2(CCC1)C)=O)C |r|